ethyl-butanoic acid C(C)C(C(=O)O)CC